(R)-5-(1-(3,5-dichloropyridin-4-yl)ethoxy)-3-(5-(methylsulfonyl)-1,4,5,6-tetrahydropyrrolo[3,4-d]imidazol-2-yl)-1H-indazole ClC=1C=NC=C(C1[C@@H](C)OC=1C=C2C(=NNC2=CC1)C1=NC2=C(N1)CN(C2)S(=O)(=O)C)Cl